(R)-2-methyl-N-(1-(naphthalen-1-yl)ethyl)-5-(pyridin-2-ylamino)benzamide CC1=C(C(=O)N[C@H](C)C2=CC=CC3=CC=CC=C23)C=C(C=C1)NC1=NC=CC=C1